caprylic acid amide propyl-dimethyl-pyruvate C(CC)C(C(C(=O)O)=O)(C)C.C(CCCCCCC)(=O)N